C1C(CC12CNCC2)NC=2C=CC(=C(C(=O)N[C@H](C)C1=CC(=CC(=C1)C=1SC=CC1)C=1SC=CC1)C2)C (R)-5-((6-azaspiro[3.4]octan-2-yl)amino)-N-(1-(3,5-di(thiophen-2-yl)phenyl)ethyl)-2-methylbenzamide